CN1CCN(CC1)CC1=NN=CO1 5-((4-methylpiperazin-1-yl)methyl)-1,3,4-oxadiazole